ClC1=C(C=CC=C1)C=1NC(=C(N1)C1=CC(=C(C=C1)OC)OC)C1=C(C=CC=C1)Cl 2,5-Bis(o-chlorophenyl)-4-(3,4-dimethoxyphenyl)-1H-imidazol